N-(4-((S)-4-acryloyl-2-methylpiperazine-1-carbonyl)-6-chloro-2,2'-difluoro-6'-methoxy-[1,1'-biphenyl]-3-yl)isophthalamide tert-butyl-N-cyclopropyl-N-pyrrolidin-3-yl-carbamate C(C)(C)(C)OC(N(C1CNCC1)C1CC1)=O.C(C=C)(=O)N1C[C@@H](N(CC1)C(=O)C1=C(C(=C(C(=C1)Cl)C1=C(C=CC=C1OC)F)F)NC(C1=CC(C(=O)N)=CC=C1)=O)C